methyl 3-(9-((4-(((tert-butoxycarbonyl)amino)methyl)-2,6-dimethylphenyl)carbamoyl)-4,5-dihydrobenzo[b]thieno[2,3-d]oxepin-8-yl)-6-((4-hydroxybutyl)carbamoyl)picolinate C(C)(C)(C)OC(=O)NCC1=CC(=C(C(=C1)C)NC(=O)C1=CC2=C(OCCC3=C2SC=C3)C=C1C=1C(=NC(=CC1)C(NCCCCO)=O)C(=O)OC)C